1'-(2-fluoro-4-pyridinyl)-3'-(trifluoromethyl)spiro[1,3-dioxolane-2,7'-5,6-dihydro-4H-indazole] FC1=NC=CC(=C1)N1N=C(C=2CCCC3(C12)OCCO3)C(F)(F)F